(R)-3-hydroxy-1-methyl-3-(3-(6-(2-((1-methyl-1H-1,2,3-triazol-4-yl)amino)pyrimidin-4-yl)pyridin-2-yl)isoxazol-5-yl)pyrrolidin-2-one O[C@@]1(C(N(CC1)C)=O)C1=CC(=NO1)C1=NC(=CC=C1)C1=NC(=NC=C1)NC=1N=NN(C1)C